(3aS,6R,7aR)-3a-methyl-2-(4-nitrophenoxy)-6-(prop-1-en-2-yl)hexahydrobenzo[d][1,3,2]oxathiaphosphole 2-oxide C[C@@]12SP(O[C@@H]1C[C@@H](CC2)C(=C)C)(OC2=CC=C(C=C2)[N+](=O)[O-])=O